C(C)C1=CN(C(S1)=O)C1=NOC2=C1C=C(C=C2F)C=O 3-((R)-5-ethyl-2-oxothiazol-3-yl)-7-fluorobenzo[d]isoxazole-5-carbaldehyde